The molecule is a beta-D-galactopyranoside having a methyl substituent at the anomeric position. It is a beta-D-galactoside, a monosaccharide derivative and a methyl D-galactoside. CO[C@H]1[C@@H]([C@H]([C@H]([C@H](O1)CO)O)O)O